BrC(C#C[Si](C(C)C)(C(C)C)C(C)C)(F)F 3-bromo-3,3-difluoro-1-triisopropylsilylpropyne